C(C1=CC=CC=C1)N1C[C@H]([C@H](CC1)NS(=O)(=O)C)COC1CCC(CC1)C1=CC=CC=C1 (cis)-N-(1-benzyl-3-[[(4-phenylcyclohexyl)oxy]methyl]piperidin-4-yl)methanesulfonamide